5-bromo-N-((2R)-4-(3,3-dimethyloxapropan-2-yl)-2-methylbutyl)-2-nitroaniline BrC=1C=CC(=C(NC[C@@H](CCC(O)C(C)C)C)C1)[N+](=O)[O-]